C1(=CC=CC=C1)C1=C2C(=NC=C1B(O)O)NC=C2 4-PHENYL-1H-PYRROLO[2,3-B]PYRIDINE-5-BORONIC ACID